5-chloro-2-({methyl[2-(morpholin-4-yl)ethyl]amino}methyl)-7,8-dihydro-6H-spiro[[1,3]oxazolo[5,4-f]quinazoline-9,1'-cyclohexane]-7-one ClC=1C=C2C(=C3C1NC(NC31CCCCC1)=O)OC(=N2)CN(CCN2CCOCC2)C